C(C)(C)OC1=CC=C(C=N1)C1=CC=C(C(=N1)N1C(C[C@H](C1)C)(C)C)C(=O)NS(=O)(=O)C=1C(NC=CC1)=O 6-(6-Isopropoxy-3-pyridyl)-N-[(2-oxo-1H-pyridin-3-yl)sulfonyl]-2-[(4R)-2,2,4-trimethylpyrrolidin-1-yl]pyridin-3-carboxamid